NC1=NC(=NC=C1OC1=CC(=NC=C1C(C)C)C#C)NC(CO)CO 2-((4-amino-5-((2-ethynyl-5-iso-propyl-pyridin-4-yl)oxy)pyrimidin-2-yl)amino)propane-1,3-diol